4-(1-methyl-4-(trifluoromethyl)-1H-imidazol-2-yl)benzaldehyde CN1C(=NC(=C1)C(F)(F)F)C1=CC=C(C=O)C=C1